O[C@H]([C@@H](CNC(C1=CC(=CC=C1)OC1=CC=CC=C1)=O)O)[C@H]1[C@@H]([C@H](C[C@@](O1)(C(=O)O)SCCCCCCOCC#C)O)NC(CO)=O (2S,4S,5R,6R)-6-((1R,2R)-1,2-dihydroxy-3-(3-phenoxybenzamido)propyl)-4-hydroxy-5-(2-hydroxyacetamido)-2-((6-(prop-2-yn-1-yloxy)hexyl)thio)tetrahydro-2H-pyran-2-carboxylic acid